methyl-1-(3-fluoro-4-methylbenzyl)-5-methoxy-2-oxo-2,3-dihydro-1H-benzo[b]azepine CC1C=C(C2=C(N(C1=O)CC1=CC(=C(C=C1)C)F)C=CC=C2)OC